N-(4-cyano-2-fluorophenyl)-5-phenyl-1H-pyrrole-3-sulfonamide C(#N)C1=CC(=C(C=C1)NS(=O)(=O)C1=CNC(=C1)C1=CC=CC=C1)F